Cl.FC1=C(C=CC(=C1)C=1C=NNC1)N1CCNCC1 1-(2-fluoro-4-(1H-pyrazol-4-yl)phenyl)piperazine hydrochloride